methyl 4-(2-fluoro-6-methoxyphenyl)-6-(hydroxymethyl)pyridine-3-carboxylate FC1=C(C(=CC=C1)OC)C1=C(C=NC(=C1)CO)C(=O)OC